FC=1C=C(C=C(C1F)O)N1N=CC2=CC(=CC=C12)C1(CCN(CC1)S(=O)(=O)C)C#N 4-(1-(3,4-Difluoro-5-hydroxyphenyl)-1H-indazol-5-yl)-1-(methylsulfonyl)piperidine-4-carbonitrile